3-methyl-5-ethyl-4-pyrone CC1=COC=C(C1=O)CC